cetyl methyl carbonate iodate I(=O)(=O)O.C(OCCCCCCCCCCCCCCCC)(OC)=O